C1OCC2=C1C=CC=C2 1,3-dihydro-2-benzofurane